piperazin-1-oxide [NH+]1(CCNCC1)[O-]